N-((1-cyclobutyl-1H-tetrazol-5-yl)methyl)-2-((1-((dimethylamino)methyl)cyclopropyl)methoxy)-7-(8-ethylnaphthalen-1-yl)-5,6,7,8-tetrahydropyrido[3,4-d]pyrimidin-4-amine C1(CCC1)N1N=NN=C1CNC=1C2=C(N=C(N1)OCC1(CC1)CN(C)C)CN(CC2)C2=CC=CC1=CC=CC(=C21)CC